ClC=1C(=C(C=CC1)C1(CN(C1)C(C(=C)F)=O)NC1=CC=C2C(C(N(C2=C1)C)=O)(C)C)C 6-((3-(3-Chloro-2-methylphenyl)-1-(2-fluoroacryloyl)azetidin-3-yl)amino)-1,3,3-trimethylindolin-2-one